ClC=1C=CC(=NC1)COC1=CC=CC(=N1)N1N=C2C(=C1)CN(C2)C(=O)OC(C)(C)C tert-butyl 2-(6-((5-chloropyridin-2-yl)methoxy)pyridin-2-yl)-2,6-dihydropyrrolo[3,4-c]pyrazole-5(4H)-carboxylate